C(#N)C1=CC(=C(C=C1F)NS(=O)(=O)C1=CNC(=C1)C1=CC=CC=2C(=COC21)C(F)(F)F)F N-(4-cyano-2,5-difluorophenyl)-5-[3-(trifluoromethyl)-1-benzofuran-7-yl]-1H-pyrrole-3-sulfonamide